3-(4-(lauroyloxy)-1-methylpiperidinium-1-yl)-2-hydroxypropanesulfonic acid C(CCCCCCCCCCC)(=O)OC1CC[N+](CC1)(C)CC(CS(=O)(=O)O)O